C(C)(C)C1=C(O[Ti])C(=CC=C1)C(C)C 2,6-diisopropylphenoxytitanium